CC1CNC=2N=CN=CC21 5-methyl-6,7-dihydro-5H-pyrrolo[2,3-d]pyrimidine